O1[C@@H](CC1)CN1C=NC2=C1C=C(C=C2)C(=O)O 3-[[(2S)-oxetan-2-yl]methyl]benzimidazole-5-carboxylic acid